C(C(C)C)N1CC(N(CC1)CC1=C(C=C(C=C1)C1=NC(=NC=C1)NC=1C=NN(C1)C)C)=O 4-isobutyl-1-(2-methyl-4-(2-((1-methyl-1H-pyrazol-4-yl)amino)pyrimidin-4-yl)benzyl)piperazin-2-one